C(CCCCCCCCCCCCCCCCCCCCCCCCCCCCCCCCCCCCCC)(=O)O.CCCCCCCCCCCCCCCCCCCCC heneicosane nonatriacontanoate